BrC=1C=C(C=C(C1)F)C1=CC(=CC(=N1)OC=1C=CC(=NC1)N1CCN(CC1)C(=O)OC(C)(C)C)COS(=O)(=O)C tert-Butyl 4-(5-((6-(3-bromo-5-fluorophenyl)-4-(((methylsulfonyl)oxy)methyl)pyridin-2-yl)oxy)pyridin-2-yl)piperazine-1-carboxylate